ClC=1C(=NC(=CC1)N1C=NC=C1)C(=O)NC1CCC(CC1)OC 3-chloro-6-(1H-imidazol-1-yl)-N-((1r,4r)-4-methoxycyclohexyl)picolinamide